N1(CCNCC1)C1=CC=C(C=C1)NC1=NC2=C(C=CC=C2C=N1)C=1C=C(C=CC1)NC(C=C)=O N-(3-(2-((4-(piperazin-1-yl)phenyl)amino)quinazolin-8-yl)phenyl)acrylamide